5-(1-isopropyl-2-methyl-1H-imidazo[4,5-b]pyridin-6-yl)-N-(cis-3-methoxycyclobutyl)pyrrolo[2,1-f][1,2,4]triazin-2-amine C(C)(C)N1C(=NC2=NC=C(C=C21)C=2C=CN1N=C(N=CC12)N[C@@H]1C[C@@H](C1)OC)C